2-chloro-4-((3,3-difluorocyclobutyl)amino)pyrimidine-5-carboxylic acid ClC1=NC=C(C(=N1)NC1CC(C1)(F)F)C(=O)O